2,4,5-Tris-decylbenzene-1,3-diol C(CCCCCCCCC)C1=C(C=C(C(=C1O)CCCCCCCCCC)CCCCCCCCCC)O